O=S1(N(CC=C1)[C@H]1CN(CCC1)CC1=CC(=NC=C1)C(=O)NC1=CC=C(C=C1)C1=CC2=C(N=CN=C2N2CCOCC2)N1COCC[Si](C)(C)C)=O (R)-4-((3-(1,1-dioxidoisothiazol-2(3H)-yl)piperidin-1-yl)methyl)-N-(4-(4-morpholino-7-((2-(trimethylsilyl)ethoxy)methyl)-7H-pyrrolo[2,3-d]pyrimidin-6-yl)phenyl)picolinamide